2-amino-5-(4-chlorophenyl)-4-oxo-4,5-dihydrofuran-3-yl-5-d 2-methylpropane-1-sulfonate CC(CS(=O)(=O)OC1=C(OC(C1=O)([2H])C1=CC=C(C=C1)Cl)N)C